1-(tert-butyl) 20-methyl (S,E)-4,9,12,17-tetraoxo-10-(31-oxo-2,5,8,11,14,17,20,23,26,29-decaoxa-32-azahexatriacontan-36-yl)-3,8,11,16-tetraazaicos-18-enedioate O=C(NCC(=O)OC(C)(C)C)CCCNC([C@@H](NC(CCCNC(\C=C\C(=O)OC)=O)=O)CCCCNC(COCCOCCOCCOCCOCCOCCOCCOCCOCCOC)=O)=O